4,4,4-trifluoro-3-phenyl-2-buten-1-one FC(C(=CC=O)C1=CC=CC=C1)(F)F